Cl.FC=1C=CC(=C(C1)C(N1C(C2=CC(=CC=C2C1)C1=CC=C(C=C1)C1CCN(CC1)C)=O)C=1NC2=C(C=NC=C2)N1)O 2-[(5-fluoro-2-hydroxy-phenyl)-(1H-imidazo[4,5-c]pyridin-2-yl)methyl]-6-[4-(1-methyl-4-piperidinyl)phenyl]isoindolin-1-one, hydrochloride